4-(N-(bromoacetyl)amino)phenylarsonic acid BrCC(=O)NC1=CC=C(C=C1)[As](O)(O)=O